6-Chloro-3-[[(1R)-1-(3,6-dimethyl-4-oxo-2-phenyl-chromen-8-yl)ethyl]amino]pyridine-2-carbonitrile ClC1=CC=C(C(=N1)C#N)N[C@H](C)C=1C=C(C=C2C(C(=C(OC12)C1=CC=CC=C1)C)=O)C